CC1(COCCN1C=1C=C2C(=CC=NC2=CC1)C(=O)OC(C)(C)C)C tert-Butyl 6-(3,3-dimethylmorpholino)quinoline-4-carboxylate